C1(CC1)N1CCCCC1 1-cyclopropylpiperidin